CC1=C(C=CC=C1C)N1CCN(CC1)C(CN1N=C(C2=C1CCC2)C(=O)N2CCC1(C(NC(N1)=O)=O)CC2)=O 8-(1-{2-[4-(2,3-dimethylphenyl)piperazin-1-yl]-2-oxoethyl}-1,4,5,6-tetrahydrocyclopenta[c]pyrazole-3-carbonyl)-1,3,8-triazaspiro[4.5]decane-2,4-dione